(2s,5r)-5-(N-(allyloxy)-2-nitrophenylsulfonamido)-1-(tert-butoxycarbonyl)-4-methyl-1,2,5,6-tetrahydropyridine-2-carboxylic acid C(C=C)ON(S(=O)(=O)C1=C(C=CC=C1)[N+](=O)[O-])[C@@H]1C(=C[C@H](N(C1)C(=O)OC(C)(C)C)C(=O)O)C